ClC=1C(=C(C=CC1)C(CC(C(=O)OC)=C)NS(=O)(=O)C)C=1C=NN(C1)C methyl 4-(3-chloro-2-(1-methyl-1H-pyrazol-4-yl)phenyl)-2-methylene-4-(methylsulfonamido)butanoate